2-{[(2S,4S)-4-({2-[(2,4-Difluorophenoxy)methyl]pyrimidin-4-yl}oxy)-2-methylpiperidin-1-yl]methyl}-1-[(3-fluorooxetan-3-yl)methyl]-1H-1,3-benzodiazole-6-carboxylic acid FC1=C(OCC2=NC=CC(=N2)O[C@@H]2C[C@@H](N(CC2)CC2=NC3=C(N2CC2(COC2)F)C=C(C=C3)C(=O)O)C)C=CC(=C1)F